1-[4-(2,3-dimethylphenyl)piperazin-1-yl]-2-{3-[4-(hydroxyacetyl)piperazine-1-carbonyl]-3b,4,4a,5-tetrahydro-1H-cyclopropa[3,4]cyclopenta[1,2-c]pyrazol-1-yl}ethan-1-one CC1=C(C=CC=C1C)N1CCN(CC1)C(CN1N=C(C2=C1CC1C2C1)C(=O)N1CCN(CC1)C(CO)=O)=O